N-2-ethylhexyl-maleimide CCN1C(C(=CC1=O)CCCCCC)=O